FC1(CNC1)COC(=O)N1CCC(CC1)NC1=CC(=NC=2N1N=CC2C(C)C)NC2CCOCC2 4-((3-isopropyl-5-((tetrahydro-2H-pyran-4-yl)amino)pyrazolo[1,5-a]pyrimidin-7-yl)amino)piperidine-1-carboxylic acid (3-fluoroazetidin-3-yl)methyl ester